N-(5-chloro-6-(3-methoxyazetidine-1-carbonyl)pyridin-3-yl)-2,9,9-trimethyl-8,9-dihydro-7H-imidazo[1,2-b]pyrrolo[3,2-d]pyridazine-7-carboxamide ClC=1C=C(C=NC1C(=O)N1CC(C1)OC)NC(=O)N1CC(C=2C=3N(N=CC21)C=C(N3)C)(C)C